1,2,4-cyclohexanetriamine C1(C(CC(CC1)N)N)N